N'-((7-fluoro-5-(2-methoxypyridin-4-yl)-2,3-dihydro-1H-inden-4-yl)carbamoyl)-2,2-dimethyl-2,3-dihydropyrazolo[5,1-b]oxazole-7-sulfonimidamide FC=1C=C(C(=C2CCCC12)NC(=O)N=S(=O)(N)C=1C=NN2C1OC(C2)(C)C)C2=CC(=NC=C2)OC